(S)-2-amino-3-methylbutanenitrile N[C@H](C#N)C(C)C